4-(5-(1-(2,6-dioxopiperidin-3-yl)-3-methyl-2-oxo-2,3-dihydro-1H-benzo[d]imidazol-5-yl)pyrimidin-2-yl)-5,6-dihydropyridine-1(2H)-carboxylic acid tert-butyl ester C(C)(C)(C)OC(=O)N1CC=C(CC1)C1=NC=C(C=N1)C1=CC2=C(N(C(N2C)=O)C2C(NC(CC2)=O)=O)C=C1